1-(3,4,5-trimethoxyphenyl)prop-2-en-1-one Dithiolate S1SC(C=C1)C(=O)O.COC=1C=C(C=C(C1OC)OC)C(C=C)=O